cetylbenzenesulfonic acid sodium salt [Na+].C(CCCCCCCCCCCCCCC)C1=C(C=CC=C1)S(=O)(=O)[O-]